2-(1-Cyclopentylvinyl)aniline C1(CCCC1)C(=C)C1=C(N)C=CC=C1